C(C)C12CC3(CC(CC(C1)C3)C2)NC(=O)C2=CC=CC(=N2)C(=O)[O-] 6-(((1r,3s)-3-ethyladamantan-1-yl)carbamoyl)picolinate